2-{[3-oxo-8-(pyridin-3-yl)-1H,2H,3H-benzo[e]isoindol-2-yl]methyl}prop-2-enamide O=C1N(CC=2C3=C(C=CC12)C=CC(=C3)C=3C=NC=CC3)CC(C(=O)N)=C